COC=1C=C(C=CC1OC)C1=CN=CC=2N1N=CC2 7-(3,4-dimethoxyphenyl)pyrazolo[1,5-a]pyrazine